COC=1C=C(C=C(C1)OC)C1=NC2=CC=C(C=C2N=C1C=1C=NN(C1)C)N (3,5-dimethoxyphenyl)-3-(1-methyl-1H-pyrazol-4-yl)-6-quinoxalineamine